(4-methyl-piperidin-4-yl)-prop-2-yn-1-ol, hydrochloride Cl.CC1(CCNCC1)C(C#C)O